CN1N=C(C2=CC=C(C=C12)C1CCN(CC1)C(=O)OC(C)(C)C)C1(C(NC(CC1)=O)=O)C tert-butyl 4-[1-methyl-3-(3-methyl-2,6-dioxo-3-piperidyl)indazol-6-yl]piperidine-1-carboxylate